FC=1C=C(C=CC1)[C@@H]([C@H]1N([C@H](CC1)CCC)C(=O)OCC1=CC=CC=C1)O Benzyl (2S,5S)-2-((S)-(3-fluorophenyl)(hydroxy)methyl)-5-propylpyrrolidine-1-carboxylate